CCCCCCCCCCCC=CC=O tetradecenal